3,5-di-tert-butylbenzenesulfonic acid monohydrate O.C(C)(C)(C)C=1C=C(C=C(C1)C(C)(C)C)S(=O)(=O)O